COCCOCCOC=1C=NC=C(C1)C#C[Si](C)(C)C 3-(2-(2-methoxyethoxy)ethoxy)-5-((trimethylsilyl)ethynyl)pyridine